2-chloro-4-methyl-5-((6-(tetrahydro-2H-pyran-4-yl)-2,6-diazaspiro[3.3]heptan-2-yl)sulfonyl)thiazole ClC=1SC(=C(N1)C)S(=O)(=O)N1CC2(C1)CN(C2)C2CCOCC2